O1C=NC2=C1C=CC(=C2)C2=CNC1=NC=C(C=C12)C1=CC=C(CN2CC(CCC2)O)C=C1 1-(4-(3-(benzo[d]oxazol-5-yl)-1H-pyrrolo[2,3-b]pyridin-5-yl)benzyl)piperidin-3-ol